N1N=C(C=C1)COC=1C=C2C(=NN(C2=CC1)C1=CC=C(C=C1)C(F)(F)F)CNC(C=C)=O N-[[5-(1H-pyrazol-3-ylmethoxy)-1-[4-(trifluoromethyl)phenyl]indazol-3-yl]methyl]prop-2-enamide